FC=1C=C2C=C(NC2=C(C1)F)C(=O)O 5,7-Difluoroindole-2-carboxylic acid